2-(3-bromo-4-tolyl)-3-cyanomethyl-indazole BrC=1C=C(C=CC1N1N=C2C=CC=CC2=C1CC#N)C